O=C1NC(CCC1N1C(N(C2=C1C=CC=C2C#C[C@@H](C)OC2CCN(CC2)C(=O)OC(C)(C)C)C)=O)=O 1-Tert-butyl 4-(((2R)-4-(1-(2,6-dioxopiperidin-3-yl)-3-methyl-2-oxo-2,3-dihydro-1H-benzo[d]imidazol-4-yl)but-3-yn-2-yl)oxy)piperidine-1-carboxylate